C(#N)C1=CC(=C(OCC2=C(C=CC(=N2)[C@@H]2CN(CC2)CC2=NC3=C(N2C[C@H]2OCC2)C=C(C=C3)C(=O)O)F)C=C1)F 2-{[(3S)-3-{6-[(4-cyano-2-fluorophenoxy)methyl]-5-fluoropyridin-2-yl}pyrrolidin-1-yl]methyl}-1-{[(2S)-oxetan-2-yl]methyl}-1H-1,3-benzodiazole-6-carboxylic acid